2-Amino-4-[5-chloro-7-[(3-methoxy-1,2-dimethyl-azetidin-2-yl)methoxy]-1,3-dihydrofuro[3,4-f]quinolin-4-yl]-7-fluoro-benzothiophene-3-carbonitrile NC=1SC2=C(C1C#N)C(=CC=C2F)C2=C1C(=C3C=CC(=NC3=C2Cl)OCC2(N(CC2OC)C)C)COC1